3-(1-oxo-5-(1-((4-oxo-3-(pyrazin-2-yl)-3,4-dihydroquinazolin-6-yl)methyl)piperidin-4-yl)isoindolin-2-yl)piperidine-2,6-dione O=C1N(CC2=CC(=CC=C12)C1CCN(CC1)CC=1C=C2C(N(C=NC2=CC1)C1=NC=CN=C1)=O)C1C(NC(CC1)=O)=O